(S)-2-((1-methyl-2-oxo-6-(2-oxoethyl)-1,2,3,4,5,6-hexahydrobenzo[b][1,4]diazocine-3-yl)amino)-6-methyl-4-(trifluoromethyl)nicotinonitrile CN1C2=C(N(CC[C@@H](C1=O)NC1=C(C#N)C(=CC(=N1)C)C(F)(F)F)CC=O)C=CC=C2